4-[(3R,5S)-3,5-dimethylpiperazin-1-yl]-N-{8-fluoro-2-methylimidazo[1,2-a]pyridin-6-yl}-2-(2-methoxyethyl)indazole-7-carboxamide C[C@@H]1CN(C[C@@H](N1)C)C=1C2=CN(N=C2C(=CC1)C(=O)NC=1C=C(C=2N(C1)C=C(N2)C)F)CCOC